C(CC=C)[C@@]1(CC(NC(N1)=N)=O)CC (R)-6-(but-3-en-1-yl)-6-ethyl-2-iminotetrahydropyrimidin-4(1H)-one